4-((4-((2-(6-(2-(Diisopropylcarbamoyl)-4-fluorophenoxy)-1,2,4-triazin-5-yl)-2,7-diazaspiro[3.5]nonan-7-yl)methyl)piperidin-1-yl)sulfonyl)piperazine-1-carboxylic acid tert-butyl ester C(C)(C)(C)OC(=O)N1CCN(CC1)S(=O)(=O)N1CCC(CC1)CN1CCC2(CN(C2)C=2N=CN=NC2OC2=C(C=C(C=C2)F)C(N(C(C)C)C(C)C)=O)CC1